ClC=1N(N=C2C1N=NN(C2=O)[C@@H](C(F)F)C)CC2=C(C=CC=C2)F 7-chloro-3-[(1R)-2,2-difluoro-1-methyl-ethyl]-6-[(2-fluorophenyl)methyl]pyrazolo[4,3-d]triazin-4-one